[2H]C(N\1CC(OC2(CCCC2NC(=N)N)CC/C=C/CCCCCC(N/C1=N/C(OCC1=CC=CC=C1)=O)=O)=O)([2H])[2H] (Z)-benzyl ((E)-9-trideuteriomethylguanidino-7,12-dioxo-6-oxa-9,11-diazaspiro[4.16]henicos-18-en-10-ylidene)carbamate